(1,2,4-thiadiazol-5-yl)phenol trifluoroacetate FC(C(=O)O)(F)F.S1N=CN=C1C1=C(C=CC=C1)O